C1(CC1)CNC(=O)C1=CC2=C(C=N1)CN(C2)C2=NOC(C2)(C(F)(F)F)C2=CC(=CC(=C2)Cl)Cl N-(cyclopropylmethyl)-2-(5-(3,5-dichlorophenyl)-5-(trifluoromethyl)-4,5-dihydroisoxazol-3-yl)-2,3-dihydro-1H-pyrrolo[3,4-c]pyridine-6-carboxamide